methyl 5-chloro-4-fluoro-2-((4-fluoro-2-iso-propylphenyl)-amino)benzoate ClC=1C(=CC(=C(C(=O)OC)C1)NC1=C(C=C(C=C1)F)C(C)C)F